OC=1C=C(C=C(C1)O)CC(=O)OCC(CCCCCCCCCCC)C 2-methyltridecyl 3,5-dihydroxyphenylacetate